N-hydroxy-4-(3-(4-(((2-(2-methylthiazol-5-yl)cyclopropyl)amino)methyl)piperidin-1-yl)propyl)benzamide TFA salt OC(=O)C(F)(F)F.ONC(C1=CC=C(C=C1)CCCN1CCC(CC1)CNC1C(C1)C1=CN=C(S1)C)=O